phosphinoethylamine PCCN